N-(3,3-difluoro-1-methyl-cyclobutyl)-3-nitro-6-(3-pyridinyl)pyridin-2-amine FC1(CC(C1)(C)NC1=NC(=CC=C1[N+](=O)[O-])C=1C=NC=CC1)F